(1S,3S)-3-[(6-{5-[(butoxycarbonyl)amino]-1-methyl-1H-1,2,3-triazol-4-yl}-5-fluoro-2-methylpyridin-3-yl)oxy]cyclohexane-1-carboxylic acid C(CCC)OC(=O)NC1=C(N=NN1C)C1=C(C=C(C(=N1)C)O[C@@H]1C[C@H](CCC1)C(=O)O)F